2-(1H-pyrazole-1-yl)-4-tert-butylpyridine N1(N=CC=C1)C1=NC=CC(=C1)C(C)(C)C